pentyl-2-[(1R,6R)-6-(prop-1-en-2-yl)-3-(trifluoromethyl)cyclohex-2-en-1-yl]benzene-1,3-diol C(CCCC)C1=C(C(=C(C=C1)O)[C@@H]1C=C(CC[C@H]1C(=C)C)C(F)(F)F)O